(6,6-difluoro-2-azaspiro[3.3]heptan-2-yl)(3-(2-methyl-2H-pyrazolo[3,4-b]pyridin-5-yl)-6-quinoxalinyl)methanone FC1(CC2(CN(C2)C(=O)C=2C=C3N=C(C=NC3=CC2)C2=CC=3C(N=C2)=NN(C3)C)C1)F